3β-(3,4-dichlorophenyl)tropane-2β-carboxylic acid methyl ester COC(=O)[C@@H]1[C@H]2CC[C@@H](C[C@@H]1C1=CC(=C(C=C1)Cl)Cl)N2C